N-(3-bromobenzyl)-1H-benzimidazol-2-amine BrC=1C=C(CNC2=NC3=C(N2)C=CC=C3)C=CC1